1-(m-tolyl)-1H-pyrazole C1(=CC(=CC=C1)N1N=CC=C1)C